5-(2-fluorophenyl)-N-methyl-1-(3-pyridylsulfonyl)-1H-pyrrole-3-methylamine Fumarate C(\C=C\C(=O)O)(=O)O.FC1=C(C=CC=C1)C1=CC(=CN1S(=O)(=O)C=1C=NC=CC1)CNC